C(#N)C[C@@H]1N(CCN(C1)C=1C2=C(N=C(N1)OC1CCN(CC1)C1CCOCC1)CNCC2)C(=O)OCC2=CC=CC=C2 benzyl (S)-2-(cyanomethyl)-4-(2-((1-(tetrahydro-2H-pyran-4-yl)piperidin-4-yl)oxy)-5,6,7,8-tetrahydropyrido[3,4-d]pyrimidin-4-yl)piperazine-1-carboxylate